COC1=NC(=NC(=C1C=O)OC)OCC=1C(=C(C=CC1)C1=CC=CC=C1)C=C 4,6-dimethoxy-2-((2-vinyl-[1,1'-biphenyl]-3-yl)methoxy)pyrimidine-5-carbaldehyde